2-((5-carbamoylpyridin-3-yl)amino)-2-oxoacetic acid lithium salt [Li+].C(N)(=O)C=1C=C(C=NC1)NC(C(=O)[O-])=O